2-bromo-4-methoxy-1-(methoxy-d3)benzene BrC1=C(C=CC(=C1)OC)OC([2H])([2H])[2H]